C1(CCCCC1)NC(=O)C1=NOC2=C1C=C(C=C2)C2=CC=NC=C2 N-cyclohexyl-5-(pyridin-4-yl)benzo[d]isoxazole-3-carboxamide